(Z)-2-cyano-3-hydroxy-N-(5-(N-(2-methoxyethyl)aminosulfonyl)pyrimidin-2-yl)-3-(5-methylisoxazol-4-yl)acrylamide C(#N)/C(/C(=O)NC1=NC=C(C=N1)S(=O)(=O)NCCOC)=C(\C=1C=NOC1C)/O